6-Fluoro-8-(6-fluoro-1-methylsulfonylindol-4-yl)-1,4,4,9-tetramethyl-5H-imidazo[4,5-c]chinolin FC1=CC(=C(C=2C3=C(C(NC12)(C)C)N=CN3C)C)C3=C1C=CN(C1=CC(=C3)F)S(=O)(=O)C